FC=1C=C(OC2=NC(=NC=C2)NCC2=C(N=NN2C)C2=CC=C(C(=N2)C)O[C@@H]2C[C@H](CCC2)C(=O)O)C=CC1F (1S,3S)-3-((6-(5-(((4-(3,4-difluoro-phenoxy)pyrimidin-2-yl)amino)methyl)-1-methyl-1H-1,2,3-triazol-4-yl)-2-methyl-pyridin-3-yl)oxy)cyclohexane-1-carboxylic acid